(S)-2-ethoxy-N-(3-(1-((2-ethyl-2H-pyrazolo[3,4-b]pyrazin-6-yl)amino)ethyl)phenyl)thiazole-5-carboxamide C(C)OC=1SC(=CN1)C(=O)NC1=CC(=CC=C1)[C@H](C)NC=1C=NC=2C(N1)=NN(C2)CC